(Z)-4-((5-fluoro-2-methyl-3-(2-oxo-2-((pyridin-3-ylmethyl)amino)ethyl)-1H-inden-1-ylidene)methyl)-2,6-dimethoxyphenyl (1-methylpiperidin-4-yl)carbamate CN1CCC(CC1)NC(OC1=C(C=C(C=C1OC)\C=C/1\C(=C(C2=CC(=CC=C12)F)CC(NCC=1C=NC=CC1)=O)C)OC)=O